FC1=C2CN(CC2=CC=C1)C(=O)NC1=CC=C(C=C1)C1CCN(CC1)C(=O)OC(C)(C)C tert-butyl 4-(4-(4-fluoroisoindoline-2-carboxamido)phenyl)piperidine-1-carboxylate